CN1N=CC(=C1)C=1C=C2C(=NC=NN2C1)N1CC2CCC(C1)N2C(=O)[C@H]2[C@@H](C2)C#N (1R,2R)-2-(3-(6-(1-methyl-1H-pyrazol-4-yl)pyrrolo[2,1-f][1,2,4]triazin-4-yl)-3,8-diazabicyclo[3.2.1]octane-8-carbonyl)cyclopropane-1-carbonitrile